4-amino-6-(3-(hydroxymethyl)phenyl)-N-(4-(methoxymethyl)phenyl)-7-(1-methylcyclopropyl)-7H-pyrrolo[2,3-d]pyrimidine-5-carboxamide NC=1C2=C(N=CN1)N(C(=C2C(=O)NC2=CC=C(C=C2)COC)C2=CC(=CC=C2)CO)C2(CC2)C